C(C)C1=C(OC=2C=CC(=C(C2)CO)N2C[C@H](CC2)OC2=NC=CC=C2F)C=CC=C1 (S)-(5-(2-ethylphenoxy)-2-(3-(3-fluoropyridin-2-yloxy)pyrrolidin-1-yl)phenyl)methanol